OC1=CC=CC(=N1)C1CCC(CC1)CC(=O)OCC ethyl 2-((1r,4r)-4-(6-hydroxypyridin-2-yl)cyclohexyl)acetate